FC=1C=C2C(=NC1)NC=C2CCN2[C@H](CCC2)C (S)-5-fluoro-3-(2-(2-methylpyrrolidin-1-yl)ethyl)-1H-pyrrolo[2,3-b]pyridine